ClC1=CC=C(C=N1)CNC(=O)C=1C(N(C2=C(N=CC=C2C1)OCC1(CC1)S(N)(=O)=O)C)=O N-((6-chloropyridin-3-yl)methyl)-1-methyl-2-oxo-8-((1-sulfamoylcyclopropyl)methoxy)-1,2-dihydro-1,7-naphthyridine-3-carboxamide